2-benzyl-2-(((2R,3S,4R,5R)-5-(6-((S)-sec-butylamino)-2-chloro-9H-purin-9-yl)-3-ethynyl-3,4-dihydroxytetrahydrofuran-2-yl)methoxy)malonic acid C(C1=CC=CC=C1)C(C(=O)O)(C(=O)O)OC[C@H]1O[C@H]([C@@H]([C@@]1(O)C#C)O)N1C2=NC(=NC(=C2N=C1)N[C@@H](C)CC)Cl